1-(3-bromophenyl)piperidin-4-ol BrC=1C=C(C=CC1)N1CCC(CC1)O